N-(7-methoxy-4-oxo-3,4-dihydroquinazolin-6-yl)cyclopropanecarboxamide Tert-Butyl-3-(hydroxymethyl)-2-(pent-3-yn-1-yl)-2,4,6,7-tetrahydro-5H-pyrazolo[4,3-c]pyridine-5-carboxylate C(C)(C)(C)OC(=O)N1CC=2C(CC1)=NN(C2CO)CCC#CC.COC2=C(C=C1C(NC=NC1=C2)=O)NC(=O)C2CC2